1H-furo[3,2-B]imidazo[4,5-d]pyridine N1C=NC=2C1=C1C(=NC2)C=CO1